4-((((2S*,4R*)-2-methyl-1-propionyl-1,2,3,4-tetrahydroquinolin-4-yl)amino)methyl)benzoic acid C[C@@H]1N(C2=CC=CC=C2[C@@H](C1)NCC1=CC=C(C(=O)O)C=C1)C(CC)=O |o1:1,9|